FC(C1=C(C=CC=C1)C1CCN(CC1)C(=O)C1=NNC2=C1CN(CC2)C(C)=O)(F)F 1-(3-(4-(2-(Trifluoromethyl)phenyl)piperidine-1-carbonyl)-6,7-dihydro-1H-pyrazolo[4,3-c]pyridin-5(4H)-yl)ethanone